BrC1=CC(=C(C=C1)NCC(=O)NC)[N+](=O)[O-] ((4-bromo-2-nitrophenyl)amino)-N-methylacetamide